CC(CC1=NC=CC(=C1)C1=CC2=NC=CC(=C2O1)C1=CC(=NC=C1)S(=O)(=O)C)(C)O 2-methyl-1-(4-(7-(2-(methylsulfonyl)pyridin-4-yl)furo[3,2-b]pyridin-2-yl)pyridin-2-yl)propan-2-ol